16-Hydroxy-docos-18-enoic acid OC(CCCCCCCCCCCCCCC(=O)O)CC=CCCC